CC=1OC2=C(C1C(=O)OCC)C=C(C=C2)C2C(C2)C2=CC=CC=C2 ethyl 2-methyl-5-(2-phenylcyclopropyl)benzofuran-3-carboxylate